BrC=1C(=C(C=CC1)N(C1=CC=CC=C1)C1=CC=CC=C1)CC(C1=CC=CC=C1)C1=CC=CC=C1 bromodiphenylethyl-triphenylamine